N-BUTYL-2-(4-CHLORO-2-FORMYLPHENOXY)ACETAMIDE C(CCC)NC(COC1=C(C=C(C=C1)Cl)C=O)=O